ClC1=C(C=CC=C1Cl)C=1C=2N(C(=NC1)N1CCC3(CCC[C@H]3N)CC1)C=CN2 (R)-8-(8-(2,3-dichlorophenyl)imidazo[1,2-c]pyrimidin-5-yl)-8-azaspiro[4.5]decan-1-amine